2',6'-dimethyl-4,5-dihydro-2H-spiro[furan-3,8'-pyrrolo[2,3-g]quinazolin]-7'(6'H)-one CC1=NC2=CC3=C(C=C2C=N1)N(C(C31COCC1)=O)C